C(C)(C)N[SiH2]CC=C(C)C (iso-propylamino)dimethylallylsilane